(S)-4-(1-(5-(3,4-difluorophenyl)-1-(naphthalen-2-ylmethyl)-1H-indazole-7-carboxamido)ethyl)benzoic acid FC=1C=C(C=CC1F)C=1C=C2C=NN(C2=C(C1)C(=O)N[C@@H](C)C1=CC=C(C(=O)O)C=C1)CC1=CC2=CC=CC=C2C=C1